C(C1=CC=CC=C1)(=O)NC=1[Se]C(=CN1)C(=O)NC1=CC=C(C=C1)Br (benzoylamino)-N-(4-bromophenyl)-1,3-selenazol-5-carboxamide